Cl.NCC(=O)C1CC(C1)(F)F 2-amino-1-(3,3-difluorocyclobutyl)ethanone hydrochloride